N(=[N+]=[N-])CC=1C=CC(=C(CO[Si](C)(C)C(C)(C)C)C1)OC(F)(F)F ((5-(azidomethyl)-2-(trifluoromethoxy)benzyl)oxy)(tert-butyl)dimethylsilane